NCC1=NNC(C=2C(=CC(=CC12)C=1C=NN(C1C1=C(C2=CC=CC=C2C=C1F)C#N)C)C#N)=O 1-(aminomethyl)-7-(5-(1-cyano-3-fluoronaphthalen-2-yl)-1-methyl-1H-pyrazol-4-yl)-4-oxo-3,4-dihydro-phthalazine-5-carbonitrile